7-cyclopentyloxy-2-(1-methyl-2-oxabicyclo[2.2.1]heptan-4-yl)imidazo[1,2-a]pyridine-6-carboxylic acid C1(CCCC1)OC1=CC=2N(C=C1C(=O)O)C=C(N2)C21COC(CC2)(C1)C